NC=1C2=C(N=CN1)N(C(=C2C2=CC=C(C=C2)OC2=NC(=CC=C2)C)C2CN(CC2O)C(C=C)=O)C 1-(3-(4-Amino-7-methyl-5-(4-((6-methylpyridin-2-yl)oxy)phenyl)-7H-pyrrolo[2,3-d]pyrimidin-6-yl)-4-hydroxypyrrolidin-1-yl)prop-2-en-1-one